C(CCCCCCC)C(C(C(=O)O)(C(CCCCCCCCCCCCCCCCC)=O)CCCCCCCCCCCC)CCCCC\C=C/CCCCCCCC Octyldodecyl-Stearoyl-oleic acid